C(C1=CC=CC=C1)(=O)C1=NN(C(=C1C(F)(F)F)C(=O)NC1=CC(=NC=C1)C(F)(F)F)C 3-benzoyl-1-methyl-4-(trifluoromethyl)-N-(2-(trifluoromethyl)pyridin-4-yl)-1H-pyrazole-5-carboxamide